NC1(CC1)CCN(C(O)=O)CCCCNCCC1(CC1)N (2-(1-aminocyclopropyl)ethyl)(4-((2-(1-aminocyclopropyl)ethyl)amino)butyl)carbamic acid